3-(5,6-dichloro-1H-1,3-benzodiazol-2-yl)-1-(4-methylpiperazin-1-yl)propan-1-one ClC1=CC2=C(NC(=N2)CCC(=O)N2CCN(CC2)C)C=C1Cl